N-(1,1'-biphenyl-2-yl)-N-(9,9-dimethyl-9H-fluoren-4-yl)benzo[b]naphtho[1,2-d]furan-6-amine C1(=C(C=CC=C1)N(C1=CC=2C=CC=CC2C=2C3=C(OC21)C=CC=C3)C3=CC=CC=2C(C1=CC=CC=C1C32)(C)C)C3=CC=CC=C3